4-(2-ethynyl-5-fluorophenyl)-6-methylpyridine-3-carboxylic acid C(#C)C1=C(C=C(C=C1)F)C1=C(C=NC(=C1)C)C(=O)O